F[C@H]1[C@@H]([C@]12CC=1C(=NOC1C1=CC(=CC=C21)N2C(CCC2)=O)NS(=O)(=O)C2=C(C=CC=C2OC)OC)C |o1:1,2,3| Rel-N-((1S,2S,3R)-2-fluoro-3-methyl-8'-(2-oxopyrrolidin-1-yl)-4'H-spiro[cyclopropane-1,5'-naphtho[2,1-d]isoxazol]-3'-yl)-2,6-dimethoxybenzenesulfonamide